N-(5-((1-(2,2,2-trifluoroethyl)-1,4,5,6-tetrahydrocyclopenta[c]pyrazol-5-yl)methoxy)-1H-indol-3-yl)acetamide FC(CN1N=CC2=C1CC(C2)COC=2C=C1C(=CNC1=CC2)NC(C)=O)(F)F